C(C)C(CN1C(C2C3C=CC(C2C1=O)C3)=O)CCCC 2-(2-ethylhexyl)-3a,4,7,7a-tetrahydro-4,7-methano-1H-isoindole-1,3(2H)dione